(E)-2-methoxy-4-(2-nitrovinyl)phenol COC1=C(C=CC(=C1)\C=C\[N+](=O)[O-])O